Cl.N1C=CC=2C1=[N+](C=CC2)[O-] pyrrolo[2,3-b]pyridine 7-oxide hydrochloride